4-tert-butylisoxazole-3-carbaldehyde C(C)(C)(C)C=1C(=NOC1)C=O